5-methyl-1,3-benzenedinitrile CC=1C=C(C=C(C1)C#N)C#N